C(C)(C)[S-].[Na+] sodium isopropanethiolate